7-{3-[(2-ethoxyethyl)carbamoyl]azetidin-1-yl}-5-methyl-4-oxo-1-[4-(pyridin-3-yl)-1,3-thiazol-2-Yl]-1,4-dihydro-1,8-naphthyridine-3-carboxylic acid C(C)OCCNC(=O)C1CN(C1)C1=CC(=C2C(C(=CN(C2=N1)C=1SC=C(N1)C=1C=NC=CC1)C(=O)O)=O)C